OC1(CC(C1)OC)[C@@H](C=1C=C(C=CC1)N1C(C2=CC(=CC(=C2C1)C(F)(F)F)CNC1(CCC1)C)=O)C1=NN=CN1C 2-(3-((S)-((1r,3S)-1-hydroxy-3-methoxycyclobutyl)(4-methyl-4H-1,2,4-triazol-3-yl)methyl)phenyl)-6-(((1-methylcyclobutyl)amino)methyl)-4-(trifluoromethyl)isoindolin-1-one